C(C)[Si](OC1OCCC1)(CC)CC triethyl-((tetrahydrofuran-2-yl)oxy)silane